ClC=1C(=NC(=CC1)C1=C(C=C(C=C1Cl)C(F)(F)F)Cl)C(=O)OC Methyl 3-chloro-6-(2,6-dichloro-4-(trifluoromethyl) phenyl)picolinate